[Br-].COC1=CC=C(C=C1)COCC(C[Zn+])(C)C {3-[(4-methoxyphenyl)methoxy]-2,2-dimethylpropyl}zinc bromide